1-tert-butyl-2-piperidylhydrazine C(C)(C)(C)N1C(CCCC1)NN